C1(=CC=CC=C1)[Si](Cl)(C(C)(C)C)C1=CC=CC=C1 Diphenyl-tert-butyl-chlorosilane